CN1CC(=CC=C1)C(F)(F)F 1-methyl-3-(trifluoromethyl)-1H-pyridine